tert-butyl 2-((1-((3-((4-chlorobenzyl)carbamoyl)-8-oxo-5,6-dihydroimidazo[1,5-a]pyrazin-7(8H)-yl)methyl)cyclopropyl)sulfonyl)-2-methylpropanoate ClC1=CC=C(CNC(=O)C2=NC=C3N2CCN(C3=O)CC3(CC3)S(=O)(=O)C(C(=O)OC(C)(C)C)(C)C)C=C1